6-tert-butoxycarbonyl-6-azaspiro[2.5]octane-7-carboxylic acid C(C)(C)(C)OC(=O)N1CCC2(CC2)CC1C(=O)O